[N].OC1CNC(=NC1)C(C)C [2-(5-hydroxy-3,4,5,6-tetrahydropyrimidin-2-yl)propane] nitrogen